2,4,5-tris(benzyloxy)benzoic acid C(C1=CC=CC=C1)OC1=C(C(=O)O)C=C(C(=C1)OCC1=CC=CC=C1)OCC1=CC=CC=C1